C(C)(C)(C)O[C@H](C(=O)OCC)C1=C(C2=C(N=C(S2)C=2C=C3C(=NN(C3=CC2)CC)C2CCN(CC2)C(=O)OC(C)(C)C)C=C1C)C1=CC=C(C=C1)Cl tert-butyl (S)-4-(5-(6-(1-(tert-butoxy)-2-ethoxy-2-oxoethyl)-7-(4-chlorophenyl)-5-methylbenzo[d]thiazol-2-yl)-1-ethyl-1H-indazol-3-yl)piperidine-1-carboxylate